C(C1=CC=CC=C1)N1C(N(N=C1N1N=C(C(C1)C1=CC=CC=C1)C1=CC=C(C=C1)Cl)C)=O 4-Benzyl-5-[3-(4-chlorophenyl)-4-phenyl-4,5-dihydropyrazol-1-yl]-2-methyl-1,2,4-triazol-3-one